7-((2s,5r)-2-(2-methoxyethyl)-5-methyl-4-(1-(quinoxalin-6-yl)ethyl)piperazin-1-yl)-4-methyl-2,4-dihydro-5H-pyrazolo[4,3-b]pyridin-5-one COCC[C@@H]1N(C[C@H](N(C1)C(C)C=1C=C2N=CC=NC2=CC1)C)C=1C=2C(N(C(C1)=O)C)=CNN2